C1(CC1)C([C@@H](C(=O)NC=1C=NN(C1F)CC=1C(=NC=CC1)OC)NC(OC(C)(C)C)=O)C1CC1 tert-butyl N-[(1S)-1-(dicyclopropylmethyl)-2-[[5-fluoro-1-[(2-methoxy-3-pyridyl)methyl]pyrazol-4-yl]amino]-2-oxo-ethyl]carbamate